C(C)(C)(C)S(=O)(=NCC=1N=C2N(C=C(C=C2)C2=NOC(=N2)C(F)(F)F)C1)C tert-butyl(methyl)(((6-(5-(trifluoromethyl)-1,2,4-oxadiazol-3-yl)imidazo[1,2-a]pyridin-2-yl)methyl)imino)-λ6-sulfanone